propanyl 6-amino-2-azaspiro[3.3]heptane-2-carboxylate NC1CC2(CN(C2)C(=O)OCCC)C1